NC=1C=CC(=C2CN(C(C12)=O)CC(C#N)=C)C=1C=C2C(=NNC2=CC1)C1=NN(C=C1)C 2-({7-amino-4-[3-(1-methyl-1H-pyrazol-3-yl)-1H-indazol-5-yl]-1-oxo-2,3-dihydro-1H-isoindol-2-yl}methyl)prop-2-enenitrile